ClC1=CC(=C(C=N1)C1=NN=C(S1)N1CCN(CC1)C(=O)OC(C)(C)C)N[C@H]1COCC1 tert-butyl 4-[5-(6-chloro-4-{[(3R)-oxolan-3-yl]amino}pyridin-3-yl)-1,3,4-thiadiazol-2-yl]piperazine-1-carboxylate